P(=O)(O)(O)O.C1=CO1 epoxy ethylene phosphate